3-Methoxy-1-methyl-1H-indazole-5-carbonitrile COC1=NN(C2=CC=C(C=C12)C#N)C